(S)-7-(4-(4,5-difluoro-2-(oxetan-3-ylmethoxy)phenyl)piperidin-1-yl)-2-(oxazol-2-yl)-5-oxa-2-azaspiro[3.4]octane FC1=CC(=C(C=C1F)C1CCN(CC1)[C@@H]1COC2(CN(C2)C=2OC=CN2)C1)OCC1COC1